BrC1=CC=C(C=C1)C1(CC(C1)=C)C#N 1-(4-bromophenyl)-3-methylencyclobutane-1-carbonitrile